C(C)OP(OCC)(=O)CCOC(C=C)=O diethyl[(acryloyloxy)ethyl]phosphonate